tert-butyl 6-cyano-5-(2-(difluoromethoxy)-6-fluorophenyl)-3-(2-(2-hydroxy-2-methylpropyl)-5-methyl-1,2,3,4-tetrahydroisoquinolin-7-yl)-1H-indazole-1-carboxylate C(#N)C1=C(C=C2C(=NN(C2=C1)C(=O)OC(C)(C)C)C1=CC(=C2CCN(CC2=C1)CC(C)(C)O)C)C1=C(C=CC=C1F)OC(F)F